butoxy-7-((4'-(pyrrolidin-1-ylmethyl)-[1,1'-biphenyl]-4-yl)methyl)imidazo[2,1-f][1,2,4]triazin-4-amine C(CCC)OC1=NN2C(C(=N1)N)=NC=C2CC2=CC=C(C=C2)C2=CC=C(C=C2)CN2CCCC2